4-((3-chloro-2-methoxyphenyl)amino)-2-methyl-6-((1-methyl-1H-pyrazol-3-yl)amino)-1,2-dihydro-3H-pyrazolo[3,4-b]pyridin-3-one ClC=1C(=C(C=CC1)NC1=C2C(=NC(=C1)NC1=NN(C=C1)C)NN(C2=O)C)OC